OC1(CC2C(CN(C2)C(=O)NC2=CC=C(C(=O)OC)C=C2)C1)C1=C(C=CC=C1)C Methyl 4-(5-hydroxy-5-(o-tolyl) octahydrocyclopenta[c]pyrrole-2-carboxamido)benzoate